COCCOC1=CC=C(C=N1)B(O)O 6-(2-methoxyethoxy)-pyridin-3-ylboronic acid